methyl 1-(3-methylbenzyl)-5-(methylcarbamoyl)-6-oxo-1,6-dihydropyridine-3-carboxylate CC=1C=C(CN2C=C(C=C(C2=O)C(NC)=O)C(=O)OC)C=CC1